C(C)OC(=O)C1(CC1)CNC(C)C 1-((isopropylamino)methyl)cyclopropane-1-carboxylic acid ethyl ester